3-(((6-(trifluoromethyl)pyridin-2-yl)oxy)methyl)piperidine FC(C1=CC=CC(=N1)OCC1CNCCC1)(F)F